FC1=C(C=C(C=C1)CCC=1C=C(C(NN1)=O)O)C 6-[2-(4-fluoro-3-methylphenyl)ethyl]-4-hydroxypyridazin-3(2H)-one